CN1N=NC(=C1C=1C=C2C(=NC1)C1=C(N2C(CCC(F)(F)F)C2=NC=CC=C2F)C(=NN1C)C(C)(C)O)C 2-(6-(1,4-Dimethyl-1H-1,2,3-triazol-5-yl)-1-methyl-4-(4,4,4-trifluoro-1-(3-fluoropyridin-2-yl)butyl)-1,4-dihydropyrazolo[3',4':4,5]pyrrolo[3,2-b]pyridin-3-yl)propan-2-ol